4-(4-bromo-5-fluoro-2-methylbenzenesulfonyl)-1,5-dimethyl-1,2,3,4-tetrahydroquinoxaline BrC1=CC(=C(C=C1F)S(=O)(=O)N1CCN(C2=CC=CC(=C12)C)C)C